Cl[C@H]1CCCC=2C(=NN(C12)C=1C=NC=C(C1)O[C@@H](C)C1=CC2=C(OC(O2)(F)F)C=C1)C(F)(F)F (7S)-7-chloro-1-[5-[(1S)-1-(2,2-difluoro-1,3-benzodioxol-5-yl)ethoxy]-3-pyridyl]-3-(trifluoromethyl)-4,5,6,7-tetrahydroindazole